5-(4-(hexyloxy)-1,2,5-thiadiazol-3-yl)-1-methyl-1-(1-((tetrahydro-2H-pyran-4-carbonyl)oxy)decyl)-1,2,3,6-tetrahydropyridin-1-ium iodide 1-Iododecyl-tetrahydro-2H-pyran-4-carboxylate IC(CCCCCCCCC)OC(=O)C1CCOCC1.[I-].C(CCCCC)OC=1C(=NSN1)C1=CCC[N+](C1)(C(CCCCCCCCC)OC(=O)C1CCOCC1)C